CC1(CCCC2=CC=CC=C12)CNC=1C=NC=CC1C(=O)O 3-{[(1-methyl-1,2,3,4-tetrahydronaphthalen-1-yl)methyl]amino}pyridine-4-carboxylic acid